(3-(Phenoxymethyl)piperidin-1-yl)(4-(5-phenyl-1,3,4-oxadiazol-2-yl)tetrahydro-2H-pyran-4-yl)methanone O(C1=CC=CC=C1)CC1CN(CCC1)C(=O)C1(CCOCC1)C=1OC(=NN1)C1=CC=CC=C1